CC(C)N1CCC(CC1)N1CCN(CCC1)C1=CC=CC(=N1)C(=O)NC1=CC=NC=C1 6-{4-[1-(Propan-2-yl)piperidin-4-yl]-1,4-diazepan-1-yl}-N-(pyridin-4-yl)pyridine-2-carboxamide